C(=C\C1=CC=CC=C1)/C1=NN=C(O1)S (E)-5-styryl-2-mercapto-1,3,4-oxadiazole